1-BENZYL-5-CHLORO-3-(PROPAN-2-YL)-1H-PYRAZOLE-4-CARBALDEHYDE C(C1=CC=CC=C1)N1N=C(C(=C1Cl)C=O)C(C)C